Phthalic Anhydrid C1(C=2C(C(=O)O1)=CC=CC2)=O